Tert-butyl 8-(4-(((benzoxy)formyl)amino)phenoxy)-2,3-dihydro-4H-pyridino[3,2-b][1,4]oxazin-4-formate C(C1=CC=CC=C1)OC(=O)NC1=CC=C(OC2=CC=NC3=C2OCCN3C(=O)OC(C)(C)C)C=C1